FC1=CC=C(C(=C1[C@H]([C@@H](C=1OC(NN1)=O)NS(=O)(=O)C1=CC=2C(CCCC2C=C1)=O)C)C)C N-((1S,2R)-2-(6-fluoro-2,3-dimethylphenyl)-1-(5-oxo-4,5-dihydro-1,3,4-oxadiazol-2-yl)propyl)-8-oxo-5,6,7,8-tetrahydronaphthalene-2-sulfonamide